(Dimethylamino)-N,N-dimethyl(3H-[1,2,3]triazolo[4,5-b]pyridin-3-yloxy)methaneiminium hexa-fluorophosphate F[P-](F)(F)(F)(F)F.CN(C)C(=[N+](C)C)ON1N=NC=2C1=NC=CC2